NC1=CC(C(NC1=NC=1C(=NN2C1C=CC=C2)OCCCN2C=NC=C2)=NC=2C(=NN1C2C=CC=C1)OCCCN1C=NC=C1)=N N,N'-(5-amino-3-iminopyridine-2,6(1H,3H)-diylidene)bis{2-[3-(1H-imidazol-1-yl)propoxy]pyrazolo[1,5-a]pyridin-3-amine}